N-isopropyl-pyrrolidin-3-amine hydrochloride Cl.C(C)(C)NC1CNCC1